FC1=C(C=CC(=C1)F)S(=O)(=O)NC=1C(=NC=C(C1)C=1C=CC=2N=CN=C(C2N1)C1CCN(CC1)C(\C=C\C(C)=O)=O)OC (E)-2,4-difluoro-N-(2-methoxy-5-(4-(1-(4-oxopent-2-enoyl)piperidin-4-yl)pyrido[3,2-d]pyrimidin-6-yl)pyridin-3-yl)benzene-sulfonamide